1-((4-((4-cyanophenyl)amino)thieno[3,2-d]pyrimidin-2-yl)thio)cyclobutane-1-carboxylic acid ethyl ester C(C)OC(=O)C1(CCC1)SC=1N=C(C2=C(N1)C=CS2)NC2=CC=C(C=C2)C#N